O[C@@H](CN(C(OC(C)(C)C)=O)C1COC2(C1)CCN(CC2)S(=O)(=O)C2=CC1=CC=CC=C1C=C2)COC2=CC(=CC=C2)S(=O)(=O)CC tert-butyl ((S)-2-hydroxy-3-(3-(ethylsulfonyl)phenoxy)propyl)(8-(naphthalen-2-ylsulfonyl)-1-oxa-8-azaspiro[4.5]decan-3-yl)carbamate